C1(=CC=CC=C1)P(C1=C(C=CC(=C1)C)C1=C(C=CC=C1)CC(C(=O)OCC)CC1=CC=CC=C1)C1=CC=CC=C1 ethyl (E)-2-((2'-(diphenylphosphino)-4'-methyl-[1,1'-biphenyl]-2-yl) methyl)-3-phenylpropionate